3-((4-hydroxypiperidin-4-yl)methyl)-6-(prop-1-en-2-yl)pyrimidin-4(3H)-one OC1(CCNCC1)CN1C=NC(=CC1=O)C(=C)C